methyl (1r,4R)-4-(3-chloroanilino)-2'-(2-fluoro-3-{[(5R)-5-methyl-5,6,7,8-tetrahydroquinolin-4-yl]oxy}propyl)-2',3'-dihydrospiro[cyclohexane-1,1'-indene]-4-carboxylate ClC=1C=C(NC2(CCC3(C(CC4=CC=CC=C34)CC(COC3=CC=NC=4CCC[C@H](C34)C)F)CC2)C(=O)OC)C=CC1